FC1=NC=C(C(=C1)C(=O)O)C1=C(C=CC=C1)OC 2-fluoro-5-(2-methoxyphenyl)pyridine-4-carboxylic acid